FC=1C(NC(N(C1)[C@H]1C[C@@H]2OP(OC[C@H]2O1)(=O)OCCCC1=CC=C(C=C1)F)=O)=O 5-fluoro-1-((4aR,6R,7aS)-2-(3-(4-fluorophenyl)propoxy)-2-oxotetrahydro-4H-furo[3,2-d][1,3,2]dioxaphosphorin-6-yl)pyrimidine-2,4(1H,3H)-dione